(1S,2S,3S,6R)-6-((2-(1-ethylcyclohexyl)ethyl)amino)-4-(fluoromethyl)cyclohex-4-ene-1,2,3-triol C(C)C1(CCCCC1)CCN[C@@H]1C=C([C@@H]([C@@H]([C@H]1O)O)O)CF